[C@H]12CC(C[C@H](CC1)N2)C2=NC(=NC1=C(C(=CC=C21)C2=CC(=CC1=CC=C(C(=C21)C#C)F)O)F)OC[C@]21CCCN1C[C@@H](C2)F 4-(4-((1R,5S)-8-azabicyclo[3.2.1]octan-3-yl)-8-fluoro-2-(((2R,7aS)-2-fluorotetrahydro-1H-pyrrolizin-7a(5H)-yl)methoxy)quinazolin-7-yl)-5-ethynyl-6-fluoronaphthalen-2-ol